ClCC1=CN=C(S1)C=1C=NC(=CC1)OC 5-(chloromethyl)-2-(6-methoxy-3-pyridinyl)thiazole